C(C)C1=NN(C2=C1C(NCC1(CCOCC1)C2)=O)C[C@H](COC(C2=C(C=C(C=C2)F)OC)=O)C 4-Fluoro-2-methoxy-benzoic acid [(2R)-3-(3-ethyl-4-oxo-spiro[6,8-dihydro-5H-pyrazolo[4,3-c]azepin-7,4'-tetrahydropyran]-1-yl)-2-methyl-propyl] ester